4-epoxy-1-methylcyclohexylmethyl 3,4-epoxycyclohexanecarboxylate C1(CC2C(CC1)O2)C(=O)OCC2CC1C(CC2)(O1)C